{5-[2-(2-chloro-6-fluorophenyl)acetylamino]pyridazin-3-yl}-N-(3-fluorophenyl)acetamide ClC1=C(C(=CC=C1)F)CC(=O)NC=1C=C(N=NC1)CC(=O)NC1=CC(=CC=C1)F